ClC=1C=C(OCSCC2=CNC(O2)=S)C=CC1Cl 5-[(3,4-Dichlorophenoxymethylthio)methyl]oxazole-2(3H)-thione